3-(5-bromo-3-hydroxy-2-(isobutyryloxy)benzylideneamino)benzoic acid BrC=1C=C(C(=C(C=NC=2C=C(C(=O)O)C=CC2)C1)OC(C(C)C)=O)O